P(=O)(O)(O)C12N=CN([C@H]3[C@H](O)[C@H](O)[C@@H](CO)O3)C2=NC=NC1=N 5-phosphoadenosine